NC=1C(=NC=C(C1)S(=O)(=O)C1=CC=C(C=C1)OC(F)(F)F)C(=O)N 3-amino-5-[4-(trifluoromethoxy)benzene-1-sulfonyl]pyridine-2-carboxamide